C(CC1=CC=CC=C1)C1=CC=C(C=C1)N(C1=CC=C(C=C1)CCC1=CC=CC=C1)C1=CC=C(C=C1)CCC1=CC=CC=C1 tris(4-(phenethyl)phenyl)amine